COC1=C(C=CC(=C1)S(=O)(=O)N1CCC(CC1)N1CCOCC1)NC=1N=C(C2=C(N1)NC=C2C#N)NCCOC 2-((2-methoxy-4-((4-morpholino-piperidin-1-yl)sulfonyl)phenyl)amino)-4-((2-methoxyethyl)amino)-7H-pyrrolo[2,3-d]pyrimidine-5-carbonitrile